(E)-4-(2,4-dimethylphenyl)-2,4,7-trimethylocta-2,6-dienal CC1=C(C=CC(=C1)C)C(/C=C(/C=O)\C)(CC=C(C)C)C